4-(6-methyl-1,2,4,5-tetrazin-3-yl)-L-phenylalanine hydrochloride salt Cl.CC1=NN=C(N=N1)C1=CC=C(C[C@H](N)C(=O)O)C=C1